(S)-ethyl 3-methyl-2-(1-(2-morpholinoethyl)-3-(3-(5-(pentan-3-ylcarbamoyl)oxazol-2-yl)phenyl)-1H-pyrazole-5-carboxamido)butanoate CC([C@@H](C(=O)OCC)NC(=O)C1=CC(=NN1CCN1CCOCC1)C1=CC(=CC=C1)C=1OC(=CN1)C(NC(CC)CC)=O)C